C(C)(C)(C)N(C(O)=O)C=1N=CC2=C(C=C(C=C2C1)S(NC1(CC1)C)(=O)=O)N1CCC2(COC2)CC1.C(C)C1(NOC2=C1C=CC=C2)S(=O)(=O)N 3-ethylbenzo[d]isoxazolesulfonamide tert-butyl-(6-(N-(1-methylcyclopropyl)sulfamoyl)-8-(2-oxa-7-azaspiro[3.5]nonan-7-yl)isoquinolin-3-yl)carbamate